C[C@H]1[C@H]2C[NH+]3CCC4=C([C@@H]3C[C@@H]2C(=CO1)C(=O)OC)NC5=CC=CC=C45 The molecule is an ammonium ion resulting from the protonation of the tertiary amino group of ajmalicine. The major species at pH 7.3. It is a conjugate acid of an ajmalicine.